1-((4-hydroxyphenyl)carbamoyl)cyclopropanecarboxylic acid ethyl ester C(C)OC(=O)C1(CC1)C(NC1=CC=C(C=C1)O)=O